2,4-dimethyl-4-methoxypentanenitrile CC(C#N)CC(C)(OC)C